p-n-propylstyrene C(CC)C1=CC=C(C=C)C=C1